C(C)C1=CC2=C(C(N(CC23CC3)CC(=O)NC3=NC=C(C=N3)[N+](=O)[O-])=O)S1 2-{2'-Ethyl-7'-oxo-6',7'-dihydro-5'H-spiro[cyclopropane-1,4'-thieno[2,3-c]pyridin]-6'-yl}-N-(5-nitropyrimidin-2-yl)acetamide